C(#N)[C@H]1N(CCC1)C(CN(C(OC(C)(C)C)=O)C12CC3(C[C@@H](CC(C1)C3)C2)OCCOC(=O)OC2=CC=C(C=C2)[N+](=O)[O-])=O tert-butyl (2-((S)-2-cyanopyrrolidin-1-yl)-2-oxoethyl)((1S,3R,5S)-3-(2-(((4-nitrophenoxy)carbonyl)oxy)ethoxy) adamantan-1-yl)carbamate